CC1=NN(C(=C1)OC(N(C)C)=O)C1=CC=CC=C1 dimethylcarbamic acid 3-methyl-1-phenylpyrazol-5-yl ester